(R)-4-(4-(4-(2H-1,2,3-triazol-2-yl)phenyl)-2-oxopyridin-1(2H)-yl)-N-hydroxy-2-methyl-2-(methylsulfonyl)-butyramide N=1N(N=CC1)C1=CC=C(C=C1)C1=CC(N(C=C1)CC[C@](C(=O)NO)(S(=O)(=O)C)C)=O